CCCCCCCCCCCCCC/C=C\\OC[C@H](COP(=O)(O)OCCN)OC(=O)CC/C=C\\C/C=C\\C/C=C\\C/C=C\\C/C=C\\C/C=C\\CC The molecule is a 1-(alk-1-enyl)-2-acyl-sn-glycero-3-phosphoethanolamine in which the alkyl and the acyl groups at positions 1 and 2 are specified as (1Z)-hexadecenyl and (4Z,7Z,10Z,13Z,16Z,19Z)-docosahexaenoyl respectively. It has a role as a mouse metabolite. It derives from an all-cis-docosa-4,7,10,13,16,19-hexaenoic acid. It is a tautomer of a 1-(1Z-hexadecenyl)-2-(4Z,7Z,10Z,13Z,16Z,19Z-docosahexaenoyl)-sn-glycero-3-phosphoethanolamine zwitterion.